C(CCCCCCCCCCCCCCCCC)/C(/C(=O)[O-])=C\C(=O)[O-].[Na+].N(=[N+]=[N-])CCC1CC(C1)=C(C)C.[Na+] 1-(2-azidoethyl)-3-(propan-2-ylidene)cyclobutane Natrium stearyl-fumarat